10-((5-chloro-2-(3-(trifluoromethyl)-1H-pyrazol-1-yl)pyrimidin-4-yl)amino)-2-(methoxymethyl)-2,7-dimethyl-1,2,3,4-tetrahydro-[1,4]oxazepino[2,3-c]quinolin-6(7H)-one ClC=1C(=NC(=NC1)N1N=C(C=C1)C(F)(F)F)NC1=CC=2C3=C(C(N(C2C=C1)C)=O)OCCC(N3)(C)COC